C(C)(C)(C)OC(=O)N1C[C@H](CCC1)NC=1N=CC2=CC(=NC(=C2C1)N[C@H]1COCC1)C(F)F (S)-3-((7-(difluoromethyl)-5-(((R)-tetrahydrofuran-3-yl)amino)-2,6-naphthyridin-3-yl)amino)piperidine-1-carboxylic acid tert-butyl ester